C(C)(C)(C)N1C(C(CC1)=C)=O 1-tert-butyl-3-methylene-2-pyrrolidone